C(C)(C)(C)OC(=O)NC1(CCN(CC1)C1=C(N=C2C(=N1)NN=C2C2=C(C(=CC=C2)Cl)Cl)C(=O)O)C 6-(4-(tert-Butoxycarbonylamino)-4-methylpiperidin-1-yl)-3-(2,3-dichlorophenyl)-1H-pyrazolo[3,4-b]Pyrazine-5-carboxylic acid